tert-butyl 3-(1-(quinolin-5-yl) ethoxy)propanoate N1=CC=CC2=C(C=CC=C12)C(C)OCCC(=O)OC(C)(C)C